Tert-butyl 3-(7-(4-ethyl-6-methylpyridin-3-yl)-5-(4-(5-fluoro-3-methoxypyridin-2-yl)piperazine-1-carbonyl)-1H-indol-2-yl)-5,6-dihydropyridine-1(2H)-carboxylate C(C)C1=C(C=NC(=C1)C)C=1C=C(C=C2C=C(NC12)C=1CN(CCC1)C(=O)OC(C)(C)C)C(=O)N1CCN(CC1)C1=NC=C(C=C1OC)F